ClC=1C=C(C(=O)NC=2C(N(C=C(C2)C(F)(F)F)C(C(=O)OC)C)=O)C=CC1[N+](=O)[O-] methyl 2-(3-(3-chloro-4-nitrobenzamido)-2-oxo-5-(trifluoromethyl)pyridin-1(2H)-yl)propanoate